CC1=CC2=C(N=C3N2C(=CC=C3C3=CC=C(C=C3)Cl)C3=CC=CC=C3)C=C1 8-methyl-4-(p-chlorophenyl)-1-phenylbenzo[4,5]imidazo[1,2-a]pyridine